CNC(OC1CCC(CC1)C(N(CC12CCC(CC1)(CC2)C2=CC(=C(C=C2)OC)C)C2=CC(=CC=C2)C=2N=C(OC2)C2CC2)=O)=O 4-((3-(2-Cyclopropyloxazol-4-yl)phenyl)((4-(4-methoxy-3-methylphenyl)bicyclo[2.2.2]octan-1-yl)methyl)carbamoyl)cyclohexyl trans-methylcarbamate